rac-6'-((4-Hydroxy-2-(((6-methyl-1,2,4-triazin-3-yl)amino)methyl)butyl)amino)-3-methyl-2H-[1,3'-bipyridin]-2-one OCC[C@H](CNC1=CC=C(C=N1)N1C(C(=CC=C1)C)=O)CNC=1N=NC(=CN1)C |r|